C(#N)C1=CC2=C(NC(=N2)NC(CC2=CC=C(OC3=C(C(=O)N)C=CC=N3)C=C2)=O)C=C1 2-(4-(2-((5-cyano-1H-benzo[d]imidazol-2-yl)amino)-2-oxoethyl)phenoxy)nicotinamide